FC1=CC=C2C=C(C(=NC2=C1F)C)OC1=C(C(=CC=C1)F)C(C)(C)O 2-{2-[(7,8-Difluoro-2-methylquinolin-3-yl)oxy]-6-fluorophenyl}propane-2-ol